diethyl 7-hydroxy-2,2,13,13-tetramethyltetradecanedioate OC(CCCCC(C(=O)OCC)(C)C)CCCCCC(C(=O)OCC)(C)C